Propyl p-Hydroxybenzoate OC1=CC=C(C(=O)OCCC)C=C1